P(=O)(O)(O)OC1=C(C(=CC=C1)C(C)(C)C)C(C)(C)C di-tert-butylphenol phosphate